2,4-dichloro-6-methoxypyrimidine ClC1=NC(=CC(=N1)Cl)OC